BrC1=CC=C(S1)[C@H](C(=O)N1CCN(CC1)C=1C2=C(N=CN1)[C@H](C[C@H]2C)O)CNC2CCOCC2 (S)-2-(5-bromothiophen-2-yl)-1-(4-((5R,7S)-7-hydroxy-5-methyl-6,7-dihydro-5H-cyclopenta[d]pyrimidin-4-yl)piperazin-1-yl)-3-(tetrahydro-2H-pyran-4-ylamino)propan-1-one